ethyl-α-acetyl-3,5-dimethoxy-4-hydroxycinnamate C(C)OC(C(=CC1=CC(=C(C(=C1)OC)O)OC)C(C)=O)=O